BrC=1C=C(N(N1)C1CC1)C1=NC2=C(C(O1)=O)C=C(C=C2C)C#N 2-(5-bromo-2-cyclopropyl-pyrazol-3-yl)-8-methyl-4-oxo-3,1-benzoxazine-6-carbonitrile